NC1=C(SC2=NC(=CC=C21)C)C(=O)N[C@@H]2CC=1C=CC(=NC1CC2)N2CCNCC2 3-Amino-6-methyl-N-[(6S)-2-(piperazin-1-yl)-5,6,7,8-tetrahydroquinolin-6-yl]thieno[2,3-b]pyridine-2-carboxamide